C(C)(C)N1C(=NN=C1)C1=CC=CC(=N1)NC(=O)NC1=CN=CC2=CC=CC=C12 1-(6-(4-isopropyl-4H-1,2,4-triazol-3-yl)pyridin-2-yl)-3-(isoquinolin-4-yl)urea